N1=CC=C(C=C1)C1(CC1)NCC(=O)N1CC2CCC(C1)N2C2=NC=C(C#N)C=C2 6-(3-((1-(pyridin-4-yl)cyclopropyl)glycyl)-3,8-diazabicyclo[3.2.1]octan-8-yl)nicotinonitrile